4-(2,6-Dimethylphenyl)-1-(methylamino)-6-(trifluoromethyl)-3H-pyrido[1,2-c]pyrimidine CC1=C(C(=CC=C1)C)C1=C2N(C(=NC1)NC)C=CC(=C2)C(F)(F)F